2-hydroxy-5-(1-hydroxy-3-phenylpropan-2-yl)-3-(thiazol-4-yl)cyclohepta-2,4,6-trien-1-one OC=1C(C=CC(=CC1C=1N=CSC1)C(CO)CC1=CC=CC=C1)=O